CC1O[Sn]2(OC(CN(C1)C)C)OC(CN(CC(O2)C)C)C 2,4,6,10,12,14-hexamethyl-1,7,9,15-tetraoxa-4,12-diaza-8-stannaspiro[7.7]pentadecane